IC=1C=C2C(=C(NC2=CC1)O)C=1NC2=CC=CC=C2C1N=O 5-iodo-3-(3-nitroso-1H-indol-2-yl)-1H-indol-2-ol